[Y].[Zn].[Mg] magnesium-zinc-yttrium